{4-[(2S)-2-[(2S)-2-{[(tert-butoxy)carbonyl]amino}-3-methylbutanamido]propanamido]phenyl}methyl (2S)-4,4-difluoro-2-(hydroxymethyl)pyrrolidine-1-carboxylate FC1(C[C@H](N(C1)C(=O)OCC1=CC=C(C=C1)NC([C@H](C)NC([C@H](C(C)C)NC(=O)OC(C)(C)C)=O)=O)CO)F